5-Nitro-7-(3-(trifluoromethyl)-phenoxy)-2H-benzo[b][1,4]-oxazin-3(4H)-one [N+](=O)([O-])C1=CC(=CC=2OCC(NC21)=O)OC2=CC(=CC=C2)C(F)(F)F